tert-butyl N-[3-cyclopropyl-5-(isobutylsulfamoyl)-8,9-dihydro-7H-cyclopenta[h]isoquinolin-7-yl]carbamate C1(CC1)C=1N=CC2=C3C(=CC(=C2C1)S(NCC(C)C)(=O)=O)C(CC3)NC(OC(C)(C)C)=O